ClC1=C(C=NC=C1F)CC#N 2-(4-chloro-5-fluoropyridin-3-yl)acetonitrile